5-(3H-[1,2,3]triazolo[4,5-b]pyridin-5-yl)-N-(4-(cyclopentyloxy)phenyl)-2-fluorobenzamide N1=NNC2=NC(=CC=C21)C=2C=CC(=C(C(=O)NC1=CC=C(C=C1)OC1CCCC1)C2)F